ClC=1C(=C(C=CC1)NC1=NC=NC2=CC=C(C(=C12)OCCC(C)(C)O)NC(\C=C\CN(C)C)=O)F (E)-N-(4-((3-chloro-2-fluorophenyl)amino)-5-(3-hydroxy-3-methylbutoxy)quinazolin-6-yl)-4-(dimethylamino)but-2-enamide